3-(2-chlorophenyl)-1-phenylprop-2-en-1-one O-acetyl oxime C(C)(=O)ON=C(C=CC1=C(C=CC=C1)Cl)C1=CC=CC=C1